Tert-butyl 4-(6-(2,6-dioxopiperidin-3-yl)-5-oxo-3,5,6,7-tetrahydropyrrolo[3,4-f]isoindol-2(1H)-yl)piperidine-1-carboxylate O=C1NC(CCC1N1C(C=2C=C3C(=CC2C1)CN(C3)C3CCN(CC3)C(=O)OC(C)(C)C)=O)=O